C(C)OC(\C(=C/NC1=NC=CC=C1O)\C1CCCCC1)=O Z-Ethyl-2-cyclohexyl-3-(3-hydroxypyridin-2-ylamino)acrylate